(R)-N-(5-((R or S)-1-amino-2,2,2-trifluoroethyl)-2-methoxyphenyl)-3-(3-fluoro-4-methylphenyl)-3-(1,2,4-thiadiazol-5-yl)pyrrolidine-1-carboxamide N[C@@H](C(F)(F)F)C=1C=CC(=C(C1)NC(=O)N1C[C@](CC1)(C1=NC=NS1)C1=CC(=C(C=C1)C)F)OC |o1:1|